FC1CC(NC1)C(=O)N[C@@H](C1=CC=CC=C1)C1=NC(=C(C=C1)C(C)C)F 4-fluoro-N-[(S)-[6-fluoro-5-(propan-2-yl)pyridin-2-yl](phenyl)methyl]pyrrolidine-2-carboxamide